BrC=1C=C(C(=NC1)OCCNC1CCC1)NS(=O)(=O)C N-(5-Bromo-2-(2-(cyclobutylamino)ethoxy)pyridin-3-yl)methanesulfonamide